CO.[Cu].[Pt] platinum-copper methanol